CS(=O)(=O)C1CCNCC1 4-methanesulfonylpiperidin